NC(C(=O)O)(CCCCB(O)O)CCCN1CCN(CC1)C(NC1=CC=C(C=C1)F)=O 2-amino-6-borono-2-(3-(4-(4-fluorophenylcarbamoyl)piperazin-1-yl)propyl)hexanoic acid